rac-(5aR,6S,7R,8R,8aS)-5a-(4-bromophenyl)-3-chloro-N,N-diethyl-8,8a-dihydroxy-1-methoxy-6-phenyl-5a,7,8,8a-tetrahydro-6H-cyclopenta[4,5]furo[3,2-c]pyridine-7-carboxamide BrC1=CC=C(C=C1)[C@]12[C@](C=3C(=NC(=CC3O1)Cl)OC)([C@@H]([C@@H]([C@H]2C2=CC=CC=C2)C(=O)N(CC)CC)O)O |r|